FCC(CF)N1CCC(CC1)(F)COC1=C(C=C(C=N1)S(=O)(=O)NC(C1=C(C=CC=C1)OC=1C=C2C(=NC1)NC=C2)=O)C(F)(F)F N-{[6-{[1-(1,3-difluoropropan-2-yl)-4-fluoropiperidin-4-yl]methoxy}-5-(trifluoromethyl)pyridin-3-yl]sulfonyl}-2-(1H-pyrrolo[2,3-b]pyridin-5-yloxy)benzamide